2-(2-amino-6-(quinoxalin-2-ylamino)-9H-purin-9-yl)-N-(1-ethyl-3-methyl-1H-pyrazol-5-yl)acetamide NC1=NC(=C2N=CN(C2=N1)CC(=O)NC1=CC(=NN1CC)C)NC1=NC2=CC=CC=C2N=C1